N1=CN=C(C2=C1C=NC(=C2)N)N pyrido[3,4-d]-pyrimidine-4,6-diamine